ClC1=CC=C(NC2=C(C(=NC(=N2)SC)N2CC(C2)(C#N)C)[N+](=O)[O-])C=C1 1-[6-(4-chloroanilino)-2-methylsulfanyl-5-nitro-pyrimidin-4-yl]-3-methyl-azetidine-3-carbonitrile